OCCCNCCCCCCCCCCCC oxa-5-aza-heptadecane